3-(difluoromethyl)isoxazole-5-carboxylic acid methyl ester COC(=O)C1=CC(=NO1)C(F)F